N-((1s,3s)-3-(6-((4-(4-((1-(2-(2,6-dioxopiperidin-3-yl)-1,3-dioxoisoindolin-5-yl)piperidin-4-yl)methyl)piperazin-1-yl)phenyl)amino)-9H-purin-9-yl)cyclobutyl)-2-phenylacetamide O=C1NC(CC[C@@H]1N1C(C2=CC=C(C=C2C1=O)N1CCC(CC1)CN1CCN(CC1)C1=CC=C(C=C1)NC1=C2N=CN(C2=NC=N1)C1CC(C1)NC(CC1=CC=CC=C1)=O)=O)=O